2-{[(2R,7aS)-2-fluoro-hexahydropyrrolizin-7a-yl]methoxyl-5-(pyrrolidin-1-yl)pyrido[4,3-d]pyrimidin-7-yl}-5-ethynyl-6-fluoronaphthalen-2-ol F[C@@H]1C[C@@]2(CCCN2C1)COC=1N=CC2=C(N1)C=C(N=C2N2CCCC2)C2(CC1=CC=C(C(=C1C=C2)C#C)F)O